4-(3-(dimethylamino)propoxy)-3-methylaniline CN(CCCOC1=C(C=C(N)C=C1)C)C